P(O)(=O)(OP(=O)(O)OP(=O)(O)O)OC[C@@H]1[C@H]([C@H]([C@@H](O1)N1C=NC=2C(=O)NC(N)=NC12)N)O 2'-Amino-2'-deoxy-guanosine triphosphate